tert-butyl N-[4-[(3-formyl-4-pyridyl)oxy]phenyl]carbamate C(=O)C=1C=NC=CC1OC1=CC=C(C=C1)NC(OC(C)(C)C)=O